C(C)N1N=C(C=2CCC(CC12)(C)C)C1=NC(=NO1)N1CCCC2=CC(=CC=C12)C=O 1-(5-(1-ethyl-6,6-dimethyl-4,5,6,7-tetrahydro-1H-indazol-3-yl)-1,2,4-oxadiazole-3-yl)-1,2,3,4-tetrahydroquinoline-6-carbaldehyde